N-{4-[5-(trifluoromethyl)-1,2,4-oxadiazol-3-yl]phenyl}naphthalene-2-sulfonamide FC(C1=NC(=NO1)C1=CC=C(C=C1)NS(=O)(=O)C1=CC2=CC=CC=C2C=C1)(F)F